(3-(difluoromethyl)-1-(1-(1-(2-hydroxyacetyl)piperidin-4-yl)azetidin-3-yl)-1H-pyrazol-4-yl)-2-picolinamide FC(C1=NN(C=C1C=1C(=NC=CC1)C(=O)N)C1CN(C1)C1CCN(CC1)C(CO)=O)F